FC1=C(N=NN1)C1CCCCC1 fluoro-cyclohexyl-triazole